monomethyl-hydrazine CNN